C(C)(C)(C)OC(=O)N1CCC(CC1)C=1C=CC2=C(N=CO2)C1.BrCC1=C(C=CC(=C1)F)C(F)(F)F 2-(bromomethyl)-4-fluoro-1-trifluoromethyl-benzene tert-butyl-4-(1,3-benzoxazol-5-yl)piperidine-1-carboxylate